COCCNCC=1C=CC=NC1 5-{[(2-methoxyethyl)amino]methyl}pyridin